FC1=CC2=C(N=C(S2)NC2=NC3=C(N2C)C=CC(=C3)C(=O)O)C=C1 2-(6-Fluoro-benzothiazol-2-ylamino)-1-methyl-1H-benzoimidazole-5-carboxylic acid